tert-butyl (R)-(1-(4-(chloromethyl)phenyl)ethyl)(propyl)carbamate ClCC1=CC=C(C=C1)[C@@H](C)N(C(OC(C)(C)C)=O)CCC